BrC1=C2C(=CC=3C=CC(=NC13)NC1CCN(CC1)C)OC(=C2)C(=O)OCC ethyl 4-bromo-6-((1-methylpiperidin-4-yl)amino)furo[2,3-g]quinoline-2-carboxylate